[Si](C)(C)(C(C)(C)C)OC(C)(C)C1=C(C=C(NC2=NN(C=C2C(=O)N)C2COCCC2C#N)C=C1)B1OCC(CO1)(C)C 3-[4-[1-[tert-butyl(dimethyl)silyl]oxy-1-methyl-ethyl]-3-(5,5-dimethyl-1,3,2-dioxaborinan-2-yl)anilino]-1-(4-cyanotetrahydropyran-3-yl)pyrazole-4-carboxamide